ClC=1C=C(COC(=O)N2CCC(CC2)OC2=CC=C(C=C2)C2=CN=CN2)C=C(C1)Cl.C12(CC(C1)C2)NC2=NC=C(C(=N2)N[C@H]2C[C@H]([C@@H](CC2)C)O)C(=O)N 2-(bicyclo[1.1.1]pentan-1-ylamino)-4-((1R,3R,4R)-3-hydroxy-4-methylcyclohexylamino)pyrimidine-5-carboxamide 3,5-dichlorobenzyl-4-(4-(1H-imidazol-5-yl)phenoxy)piperidine-1-carboxylate